3,5-difluorobenzyl thiol FC=1C=C(CS)C=C(C1)F